CN(C1=NC=CC(=C1)C1=CC=C(C=C1)S(=O)(=O)[C@@H]1CC[C@H](CC1)NC1=NC=C(C=C1)C(F)(F)F)C1COC1 N-methyl-N-(oxetan-3-yl)-4-(4-((trans-4-((5-(trifluoromethyl)pyridin-2-yl)amino)cyclohexyl)sulfonyl)phenyl)pyridin-2-amine